ClC=1C=CC(=C(C(=O)O)C1)NC1=C(C=NC2=CC=C(C=C12)Cl)S(=O)(=O)N1CCC(CC1)(F)F 5-chloro-2-[[6-chloro-3-[(4,4-difluoro-1-piperidinyl)sulfonyl]-4-quinolinyl]amino]benzoic acid